(2S,4R)-4-(1,1-difluoroethyl)-2-(2,6-difluorophenyl)-N-((S,E)-4-(methylsulfonyl)but-3-en-2-yl)piperidine-1-carboxamide FC(C)(F)[C@H]1C[C@H](N(CC1)C(=O)N[C@@H](C)\C=C\S(=O)(=O)C)C1=C(C=CC=C1F)F